NCC1=CC=C(C(=O)NC)C=C1 4-(aminomethyl)-N-methylbenzamide